aminopentanamide tartrate C(=O)(O)C(O)C(O)C(=O)O.NC(C(=O)N)CCC